C(\C=C\C)(=O)OC(C)C=1C(C(C=CC1)(OC)N)F 3-amino-2-(2-fluoro-3-methoxyphenyl)-2-ethyl crotonate